CN1C(C2=C(C(=C1)C1=C(OCC3=CC=C(C=C3)N3C(NC(CC3)=O)=O)C=CC(=C1)S(=O)(=O)C)C=CN2)=O 1-(4-((2-(6-methyl-7-oxo-6,7-dihydro-1H-pyrrolo[2,3-c]pyridin-4-yl)-4-(methylsulfonyl)phenoxy)methyl)phenyl)dihydropyrimidine-2,4(1H,3H)-dione